O=C1NC(CCC1N1C(N(C2=C1C=CC(=C2)C2CCN(CC2)C2CCN(CC2)C(=O)OC(C)(C)C)C)=O)=O 1-Tert-butyl 4-[4-[1-(2,6-dioxo-3-piperidyl)-3-methyl-2-oxo-benzimidazol-5-yl]-1-piperidyl]piperidine-1-carboxylate